C=C(C(=O)OC1CCN(CC1)C)CC(N[C@@H](C)C1=CC=C(C=C1)C(F)(F)F)=O 1-methylpiperidin-4-yl (S)-2-methylene-4-oxo-4-((1-(4-(trifluoromethyl)phenyl)ethyl)amino)butanoate